FC=1C=CC(=NC1OCC1=C(C=C(C=C1)C)F)C1=CC(=C(C=2CCOC21)CC2=NC1=C(N2C[C@H]2OCC2)C=C(C=C1OC)C(=O)O)F (S)-2-((7-(5-fluoro-6-((2-fluoro-4-methylbenzyl)oxy)pyridin-2-yl)-5-fluoro-2,3-dihydrobenzofuran-4-yl)methyl)-4-methoxy-1-(oxetan-2-ylmethyl)-1H-benzo[d]imidazole-6-carboxylic acid